C(CCCCCCCCC)[Si](OC)(CCCCCCCCCC)CCCCCCCCCC tri-n-decylmethoxysilane